C([O-])([O-])=O.C(CCCCCCCCC)[N+](C)(C)CCCCCCCCCC.C(CCCCCCCCC)[N+](CCCCCCCCCC)(C)C DIDECYL-DIMETHYL-AMMONIUM CARBONATE